2,5-dimethyl-2H-pyrazolo[3,4-b]pyridine 7-oxide CN1N=C2[N+](=CC(=CC2=C1)C)[O-]